N-(3-((6-(6-chloropyridin-3-yl)quinazolin-4-yl)amino)phenyl)propanamide ClC1=CC=C(C=N1)C=1C=C2C(=NC=NC2=CC1)NC=1C=C(C=CC1)NC(CC)=O